4-(bromomethyl)-2-(1-methyl-1H-pyrazol-4-yl)pyridine Methyl-4-fluoro-3-((5-phenylpiperidin-3-yl)oxy)benzoate COC(C1=CC(=C(C=C1)F)OC1CNCC(C1)C1=CC=CC=C1)=O.BrCC1=CC(=NC=C1)C=1C=NN(C1)C